N(=C=S)CN1C(N(C(N(C1=O)CN=C=S)=O)CN=C=S)=O 1,3,5-tris(isothiocyanatomethyl)-1,3,5-triazinan-2,4,6-trione